anetholsulfonate Lithium-selenium [Se+2].[Li+].C=1(C(=CC(C=CC)=CC1)S(=O)(=O)[O-])OC.C=1(C(=CC(C=CC)=CC1)S(=O)(=O)[O-])OC.C=1(C(=CC(C=CC)=CC1)S(=O)(=O)[O-])OC